C(C)(C)(C)OC(=O)N(C1=CC(=NC=2N1N=CC2C2CC2)NC[C@@H]2[C@H](CN(CC2)C(=O)OC(C)(C)C)O)CC2=CC=C(C=C2)C2=NC=CC=C2OC tert-butyl (3R,4R)-4-(((7-((tert-butoxycarbonyl)(4-(3-methoxypyridin-2-yl)benzyl)amino)-3-cyclopropylpyrazolo[1,5-a]pyrimidin-5-yl)amino)methyl)-3-hydroxypiperidine-1-carboxylate